1-((1S,4S)-5-(4-((3-chloro-4-(2,2,2-trifluoroethoxy)phenyl)amino)pyrido[3,2-d]pyrimidin-6-yl)-2,5-diazabicyclo[2.2.1]heptan-2-yl)prop-2-en-1-one ClC=1C=C(C=CC1OCC(F)(F)F)NC=1C2=C(N=CN1)C=CC(=N2)N2[C@@H]1CN([C@H](C2)C1)C(C=C)=O